ClC1=CC(=C(CNC(=O)[C@]2(C=3C=CC=NC3[C@H](CC2)O)F)C=C1)F (5S,8S)-N-(4-chloro-2-fluorobenzyl)-5-fluoro-8-hydroxy-5,6,7,8-tetra-hydroquinoline-5-carboxamide